CC=1C=C(C=C(C1)C)NC(CCC=C)=O N-(3,5-dimethylphenyl)pent-4-enamide